O1[C@H](COCC1)CN1N=C2C3=C(CC4(C2=C1)CC4)OC(=C3C)C(=O)NC[C@@H]3OC4(COC4)CC3 2'-{[(2S)-1,4-dioxan-2-yl]methyl}-N-{[(6R)-2,5-dioxaspiro[3.4]octan-6-yl]methyl}-8'-methyl-2',5'-dihydrospiro[cyclopropane-1,4'-furo[2,3-g]indazole]-7'-carboxamide